FC(C1CCC(CC1)NC(=O)C1=NC(=NC=C1)C1=CN=CN1C)F N-((1r,4r)-4-(difluoromethyl)cyclohexyl)-2-(1-methyl-1H-imidazol-5-yl)pyrimidine-4-carboxamide